4-acryloyloxybutyloxyamide C(C=C)(=O)OCCCCO[NH-]